9'-((1,4-dioxaspiro[4.5]decan-8-ylidene)methyl)-4'-chloro-5'H-spiro[cyclohexane-1,7'-indolo[1,2-a]quinazolin]-5'-one O1CCOC12CCC(CC2)=CC=2C=C1C3(C=4N(C=5C=CC=C(C5C(N4)=O)Cl)C1=CC2)CCCCC3